FC(C1=CC(=NO1)CN)(F)F 1-[5-(trifluoro-methyl)-1,2-oxazol-3-yl]methanamine